C(#N)C=1C=CC(=C(C(=O)N)C1)N1C[C@@H](CC1)OC1=NC=C(C=C1)C(F)(F)F (R)-5-cyano-2-(3-(5-(trifluoromethyl)pyridin-2-yloxy)pyrrolidin-1-yl)benzamide